1,1,2,2,2-pentafluoroethane FC(C(F)(F)F)F